(E)-2-(2-(2-hydroxy-5-fluorophenyl)-2-(2-thienyl)vinyl)-pyridine OC1=C(C=C(C=C1)F)\C(=C/C1=NC=CC=C1)\C=1SC=CC1